Phosphorodiamidic acid P(O)(=O)(N)N